2-(4-methyl-1,3-thiazol-2-yl)-N-[(1s,4s)-4-{[6-chloro-2-(trifluoromethyl)quinolin-4-yl]amino}cyclohexyl]propionamide CC=1N=C(SC1)C(C(=O)NC1CCC(CC1)NC1=CC(=NC2=CC=C(C=C12)Cl)C(F)(F)F)C